C1(CCC1)OS(=O)(=O)C methylsulfonic acid cyclobutyl ester